O=C1N(C(C=C1)=O)CCC(=O)NCC(=O)N[C@@H](CC(N)=O)C(=O)N[C@@H](CC(N)=O)C(=O)NCC(=O)O (3-(2,5-dioxo-2,5-dihydro-1H-pyrrol-1-yl)propanoyl)glycyl-L-asparaginyl-L-asparaginylglycine